2,3-dibromo-5-chloropyridine BrC1=NC=C(C=C1Br)Cl